4-[[5-[(E)-3-(4-Hydroxyphenyl)-3-oxoprop-1-enyl]-2-methoxyphenyl]methoxy]benzonitrile OC1=CC=C(C=C1)C(/C=C/C=1C=CC(=C(C1)COC1=CC=C(C#N)C=C1)OC)=O